(R)-4-Bromo-5-(3-((1-(3-fluoropropyl)pyrrolidin-3-yl)oxy)phenyl)-2,3-dihydrobenzo[b]thiepin-8-yl pivalate C(C(C)(C)C)(=O)OC=1C=CC2=C(SCCC(=C2C2=CC(=CC=C2)O[C@H]2CN(CC2)CCCF)Br)C1